2-((4-((4-(1-((5-hydroxyl-6-oxo-1,6-dihydropyrimidine-4-yl)methyl)-3-isopropyl-2-oxoimidazolin-4-yl)phenyl)ethynyl)benzyl)amino)acetamide OC1=C(N=CNC1=O)CN1C(N(C(C1)C1=CC=C(C=C1)C#CC1=CC=C(CNCC(=O)N)C=C1)C(C)C)=O